C(C)(C)(C)OC(=O)N1CC=2C(=NN3C2C(N(C[C@H]3C)C(C)C=3C=NC(=CC3)Br)=O)C[C@H]1C (3R,7R)-9-(1-(6-bromopyridin-3-yl)ethyl)-3,7-dimethyl-10-oxo-3,4,7,8,9,10-hexahydropyrido[4',3':3,4]Pyrazolo[1,5-a]Pyrazine-2(1H)-carboxylic acid tert-butyl ester